C1(=CC=CC=C1)[C@@H](C)C1=NOC=C1 |r| 3-((RS)-1-phenylethyl)isoxazole